N1=CC(=CC=C1)[C@@]1(CCOC2(CCCC2)C1)CCNCC=1C=NC=CC1C(F)(F)F {2-[(9R)-9-(pyridin-3-yl)-6-oxaspiro[4.5]decan-9-yl]ethyl}({[4-(trifluoromethyl)pyridin-3-yl]methyl})amine